4-amino-N-(4-(2-fluoroethoxy)phenyl)-2-(4-(pyridin-2-yl)piperazin-1-yl)pyrimidine NC1=NC(N(C=C1)C1=CC=C(C=C1)OCCF)N1CCN(CC1)C1=NC=CC=C1